O1CCN(CC1)C(/C=C/C(=O)O)=O (E)-4-(morpholino)-4-oxobut-2-enoic acid